FC1=CC(=C(C=2C3=C(C(NC12)(C)C)N=CN3C)C)C=3C=C(C=C1C(=CNC31)C)F 6-Fluoro-8-(5-fluoro-3-methyl-1H-indol-7-yl)-1,4,4,9-tetramethyl-5H-imidazo[4,5-c]chinolin